(R)-5-chloro-N-(5-chloro-2,4-difluorophenyl)-N-methyl-2-(6-methyl-4-(trifluoromethyl)pyridin-2-yl)-3-oxoisoindoline-1-carboxamide ClC=1C=C2C(N([C@H](C2=CC1)C(=O)N(C)C1=C(C=C(C(=C1)Cl)F)F)C1=NC(=CC(=C1)C(F)(F)F)C)=O